3-(1-Oxo-5-(5-phenyl-1-(2,2,2-trifluoroethyl)-1H-pyrazol-3-yl)isoindolin-2-yl)piperidine-2,6-dione O=C1N(CC2=CC(=CC=C12)C1=NN(C(=C1)C1=CC=CC=C1)CC(F)(F)F)C1C(NC(CC1)=O)=O